NC=1C=CC(=NC1C)C1=CNC2=C(C=C(C=C12)F)C#N 3-(5-amino-6-methylpyridin-2-yl)-5-fluoro-1H-indole-7-carbonitrile